C(C)(=O)O[C@H]1[C@@H]2CC(C[C@H]([C@H]1OC(C1=CC=CC=C1)(C1=CC=C(C=C1)OC)C1=CC=C(C=C1)OC)N2CC)=O (1R,5S,6S,7R)-7-(Bis(4-methoxyphenyl)(phenyl)methoxy)-8-ethyl-3-oxo-8-azabicyclo[3.2.1]octan-6-yl acetate